4H-imidazo[4,5-b]Indole-7-carboxamide N1=CN=C2NC3=CC=C(CC3=C21)C(=O)N